4-(4,4,5,5-tetramethyl-1,3,2-dioxaborolan-2-yl)-1-[[4-(trideuteriomethoxy)phenyl]methyl]pyrazole CC1(OB(OC1(C)C)C=1C=NN(C1)CC1=CC=C(C=C1)OC([2H])([2H])[2H])C